NC(C(=O)O)CCN 2,4-diamino-butyric acid